N-(3,5-Dimethylphenyl)-N1-phenyl-6-pyrrolidin-1-yl-[1,3,5]triazine-2,4-diamine hydrochloride Cl.CC=1C=C(C=C(C1)C)NC1N(C(=NC(=N1)N)N1CCCC1)C1=CC=CC=C1